(E)-3-(4-Allyloxyphenyl)-1-(2,4-dihydroxyphenyl)prop-2-en-1-one C(C=C)OC1=CC=C(C=C1)/C=C/C(=O)C1=C(C=C(C=C1)O)O